O=C(C(=O)OCC(F)(F)F)N1[C@H](CC[C@@H](C1)C)C1=CC(=CC=C1)N1CCN(CC1)C 2,2,2-trifluoroethyl 2-oxo-2-[(2R,5S)-5-methyl-2-[3-(4-methylpiperazin-1-yl)phenyl]-1-piperidyl]acetate